COC1=NC(=CC=C1NC(=O)C=1C(=NOC1C)C1=CC=CC=C1)C=1SC=CN1 (2-methoxy-6-thiazol-2-yl-3-pyridinyl)-5-methyl-3-phenyl-isoxazole-4-carboxamide